Cl.NC/C=C/CNC(OC(C)(C)C)=O tert-butyl (E)-(4-aminobut-2-en-1-yl)carbamate HCl